(S)-1-(7,8-dichloro-4-(1H-imidazol-1-yl)quinolin-2-yl)pyrrolidin-3-amine ClC1=CC=C2C(=CC(=NC2=C1Cl)N1C[C@H](CC1)N)N1C=NC=C1